N1(CCC1)CCOC1=C(C=C(C=C1)NC(=O)C1(CC1)F)C=1C(=NOC1C)C N-[4-[2-(azetidin-1-yl)ethoxy]-3-(3,5-dimethylisoxazol-4-yl)phenyl]-1-fluoro-cyclopropanecarboxamide